C(C(C)C)C1=C(C(=CC(=C1)CC(C)C)CC(C)C)N=C=NC1=C(C=C(C=C1CC(C)C)CC(C)C)CC(C)C bis(2,4,6-triisobutylphenyl)carbodiimide